(2R,4S)-4-[(3-carboxyl-1-oxopropyl)amino]-2-methyl-biphenyl-4-pentanoic acid ethyl ester calcium salt [Ca+2].C(C)OC(CCCC[C@@]1(CC(=C(C=C1)C1=CC=CC=C1)C)NC(CCC(=O)[O-])=O)=O.C(=O)([O-])CCC(=O)N[C@]1(CC(=C(C=C1)C1=CC=CC=C1)C)CCCCC(=O)OCC